FC(C(=O)O)(F)F.C1OCCC12CCN(CC2)CC2=CC=C(/C=C/C1=NNC3=CC(=CC=C13)C=C1C(NCC1C1=CC=CC=C1)=O)C=C2 3-((3-((E)-4-(2-oxa-8-azaspiro[4.5]dec-8-ylmethyl)styryl)-1H-indazol-6-yl)methylene)-4-phenylpyrrolidin-2-one trifluoroacetate